ClC1=C(C=C(C=C1)COC1=NN=C(S1)N)OC 5-[(4-chloro-3-methoxyphenyl)methoxy]-1,3,4-thiadiazol-2-amine